N=1NC=C2C1NC(C=C2)=O 2H,6H,7H-pyrazolo[3,4-b]pyridin-6-one